C1=CC(=CC=C1CCO)N p-Aminophenethyl alcohol